N-(3-bromo-6-cyano-1-cyclobutyl-4-fluoro-1H-indol-2-yl)-3,3-dimethylbutyramide BrC1=C(N(C2=CC(=CC(=C12)F)C#N)C1CCC1)NC(CC(C)(C)C)=O